Cl.C(CCC)N1CCC(CC1)CC(=O)O 2-[1-Butylpiperidin-4-yl]acetic Acid, Hydrochloride Salt